2-(2,5-dimethyl-1H-pyrrol-1-yl)ethane-1-sulphonic acid CC=1N(C(=CC1)C)CCS(=O)(=O)O